OCTYLDECYL ACRYLATE C(C=C)(=O)OC(CCCCCCCCC)CCCCCCCC